5-(4-chloro-6-(phenanthren-9-yl)-1,3,5-triazin-2-yl)-1,10-phenanthroline ClC1=NC(=NC(=N1)C=1C2=CC=CC=C2C=2C=CC=CC2C1)C1=C2C=CC=NC2=C2N=CC=CC2=C1